1-(6-(isoquinolin-8-ylsulfanyl)pyrido[2,3-b]pyrazin-2-yl)-4-methylpiperidin-4-amine C1=NC=CC2=CC=CC(=C12)SC=1C=CC=2C(=NC=C(N2)N2CCC(CC2)(N)C)N1